Cl.ClCC=1N=C(NC1)C1=NC(=CC=C1)C 2-(4-(chloromethyl)-1H-imidazol-2-yl)-6-methylpyridine hydrochloride salt